N(=[N+]=[N-])CCOCCOCCOC1=CC=C(C2=CC=CC=C12)C1=CC=C(C=C1)[C@H](CC(=O)O)NC(CNC(CCCNC1=NC=CC(=C1)C)=O)=O (S)-3-(4-(4-(2-(2-(2-azidoethoxy)ethoxy)ethoxy)naphthalen-1-yl)phenyl)-3-(2-(4-((4-methylpyridin-2-yl)amino)butanamido)acetamido)propanoic acid